COC(=O)C1=NN(C(C=C1)=O)C=1C=NN(C1Cl)C 1-(5-chloro-1-methyl-pyrazol-4-yl)-6-oxo-pyridazine-3-carboxylic acid methyl ester